4-[[(5Z)-5-[[4-[(E)-3-(4-Methoxyphenyl)-3-oxoprop-1-enyl]phenyl]methylidene]-2,4-dioxo-1,3-thiazolidin-3-yl]methyl]benzoic acid COC1=CC=C(C=C1)C(/C=C/C1=CC=C(C=C1)\C=C/1\C(N(C(S1)=O)CC1=CC=C(C(=O)O)C=C1)=O)=O